ClC=1C=CC=2C(=C3N(C2C1C=1C(=NN(C1C)C)C)[C@@H](CN(C3=O)C3=CN(C1=CC=C(C=C31)C(=O)O)C)C)CCCOC3=CC=CC1=CC=CC=C31 (R)-3-(7-Chloro-4-methyl-10-(3-(naphthalen-1-yloxy)propyl)-1-oxo-6-(1,3,5-trimethyl-1H-pyrazol-4-yl)-3,4-dihydropyrazino[1,2-a]indol-2(1H)-yl)-1-methyl-1H-indole-5-carboxylic Acid